2-[ethoxy(ethyl)phosphoryl]sulfanyl-N,N-diethyl-ethylamine C(C)OP(=O)(CC)SCCN(CC)CC